FC=1C=C(OC=2N=CC(=NC2)NC([C@@H](C)N2CC(N(CC2)C(=O)C2=CC=[N+](C=C2)[O-])(C)C)=O)C=CC1F (R)-4-(4-(1-((5-(3,4-difluorophenoxy)pyrazin-2-yl)amino)-1-oxopropan-2-yl)-2,2-dimethylpiperazine-1-carbonyl)pyridine 1-oxide